O1CCN(CC1)C1=NC=C2N=C(N(C2=N1)C1=CC=CC=C1)C=1CCN(C1)C(=O)OC(C)(C)C tert-butyl 4-(2-morpholino-9-phenyl-9H-purin-8-yl)-2,3-dihydro-1H-pyrrole-1-carboxylate